2-methoxy-3-(methoxycarbonyl)pyrazine 1-oxide COC1=[N+](C=CN=C1C(=O)OC)[O-]